C(C)(C)(C)N1NC=C(C(=C1)Cl)SCC1=CC=C(C=C1)C(C)(C)C 2-tert-butyl-5-(4-tert-butyl-benzylthio)-4-chloropyridazin